C(C)N([C@@H](C(C)C)C(=O)O)CC N,N-diethyl-valine